ClC1=C(C=C(C=C1NC=1C(=C2C(N(C=NC2=CC1)C)=O)C)F)NS(=O)(=O)N1CCCC1 N-(2-chloro-3-((3,5-dimethyl-4-oxo-3,4-dihydroquinazolin-6-yl)amino)-5-fluorophenyl)pyrrolidine-1-sulfonamide